ClC=1C=C2C=NNC2=CC1Cl 5,6-dichloro-1H-indazol